6-(4-methoxyphenyl)-7-oxo-2,3-diphenyl-4,7-dihydropyrazolo[1,5-a]pyrimidine-5-carbaldehyde COC1=CC=C(C=C1)C1=C(NC=2N(C1=O)N=C(C2C2=CC=CC=C2)C2=CC=CC=C2)C=O